NC=1C2=C(N=CN1)N(C=C2C#CC2=NC=CC=C2)[C@@H]2O[C@@H]([C@H]([C@H]2O)O)CSCC=2C(=NOC2C2=CC=CC=C2)C (2R,3R,4S,5S)-2-(4-Amino-5-(pyridin-2-ylethynyl)-7H-pyrrolo[2,3-d]pyrimidin-7-yl)-5-((((3-methyl-5-phenylisoxazol-4-yl)methyl)thio)methyl)tetrahydrofuran-3,4-diol